C(#N)C1CCCCC1 3-Cyanocyclohexan